2-tertiary amylAnthracene C(C)(C)(CC)C1=CC2=CC3=CC=CC=C3C=C2C=C1